methyl 3-(5-methoxy-2-methyl-anilino)-3-oxo-propanoate COC=1C=CC(=C(NC(CC(=O)OC)=O)C1)C